COC(=O)C1=CC2=C(N=C(S2)N2[C@H]3CC(C[C@@H]2CC3)OCC=3C(=NOC3C3CC3)C3=C(C=CC=C3)Cl)C3=C1CCO3 2-((1R,3R,5S)-3-((3-(2-chlorophenyl)-5-cyclopropylisoxazol-4-yl)methoxy)-8-azabicyclo[3.2.1]oct-8-yl)-6,7-dihydrobenzofuro[7,6-d]thiazole-5-carboxylic acid methyl ester